OC=1C=C(C=CC1O)CCC(=O)C1=C(C(=C(C=C1)O)C\C=C(\CCC=C(C)C)/C)O 3-(3,4-dihydroxyphenyl)-1-[3-[(2E)-3,7-dimethyl-2,6-octadien-1-yl]-2,4-dihydroxyphenyl]-1-propanone